Cl.Cl.CN(C1=CC=NC=C1)C N,N-dimethylpyridin-4-amine HCl hydrogen chloride